C(=CCCCCCCCCCCCCCCC)C=1N(CCN1)CCO heptadecenyl-hydroxyethylimidazoline